3-{4-[(3,5-dichlorophenyl)sulfamoyl]phenyl}-1-(pyridin-3-ylmethyl)urea ClC=1C=C(C=C(C1)Cl)NS(=O)(=O)C1=CC=C(C=C1)NC(NCC=1C=NC=CC1)=O